3-[3-(difluoromethyl)-2-pyridyl]piperidine-1-carboxylic acid tert-butyl ester C(C)(C)(C)OC(=O)N1CC(CCC1)C1=NC=CC=C1C(F)F